ClC=1C=CC(=C(CNC2=C(C=CC=C2)C2=C(C(=O)N)C=CC=C2)C1)OCCCCCCC {2-[(5-chloro-2-heptyloxybenzyl)amino]Phenyl}benzamide